N-[3-Chloro-4-(cyclopropoxy)-2-fluoro-phenyl]-6-[(1S,4S)-2,5-diazabicyclo[2.2.1]heptan-2-yl]pyrido[3,2-d]pyrimidin-4-amine ClC=1C(=C(C=CC1OC1CC1)NC=1C2=C(N=CN1)C=CC(=N2)N2[C@@H]1CN[C@H](C2)C1)F